C(N)(=O)CC[C@@H](C(NC(C1=CC=CC=C1)C1=CC=CC=C1)=O)NC(OCC1C2=CC=CC=C2C=2C=CC=CC12)=O 9H-fluoren-9-ylmethyl N-[(1S)-3-carbamoyl-1-(diphenylmethylcarbamoyl)propyl]carbamate